C(C=CC=CC=CC=CC=CC=CCCCCCCCCC)(=O)NCCOC(C1=CC=C(C=C1)I)=O 4-iodobenzoic acid-(docosahexaenamidoethyl) ester